(R)-2-((3-bromo-5-chloropyridin-2-yl)methyl)-3-(4-chlorophenyl)-4-fluoro-6-((R)-1-(4-fluorotetrahydro-2H-pyran-4-yl)-1-hydroxypropyl)-3-methoxyisoindolin-1-one BrC=1C(=NC=C(C1)Cl)CN1C(C2=CC(=CC(=C2[C@]1(OC)C1=CC=C(C=C1)Cl)F)[C@@](CC)(O)C1(CCOCC1)F)=O